CC1C(CC(C(N1CCOCCOCC#C)=O)NC(OC(C)(C)C)=O)C1=CC=CC=C1 Tert-butyl N-[6-methyl-2-oxo-5-phenyl-1-[2-(2-prop-2-ynoxyethoxy)ethyl]-3-piperidyl]carbamate